FC([C@@H](C(C)(C)O)NC(OCC1=CC=CC=C1)=O)(F)F |r| (R and S)-Benzyl (1,1,1-trifluoro-3-hydroxy-3-methylbutan-2-yl)carbamate